Nε-(+)-Biotinyl-L-lysin C(CCCC[C@@H]1SC[C@@H]2NC(=O)N[C@H]12)(=O)NCCCC[C@H](N)C(=O)O